ruthenium (VI) chloride [Ru](Cl)(Cl)(Cl)(Cl)(Cl)Cl